BrC1OC(C2=CC(=C(C=C12)Cl)Cl)=O 3-bromo-5,6-dichloroisobenzofuran-1(3H)-one